ONC(C[C@H](CC(C)C)NC(OC(C)(C)C)=O)=N tert-butyl (S)-(1-(hydroxyamino)-1-imino-5-methylhexan-3-yl)carbamate